C(C)(C)(C)[C@@H]1N(CCCC1C=1C=CC=2N=CN=C(C2N1)NC=1C=NC(=CC1)OC1=CC=CC=C1)C(=O)OC1=C(C2=CC=CC=C2C=C1)C(C=1C(=NC=NC1Cl)Cl)NC=1SC2=C(N1)C=CC=C2 1-((benzo[d]thiazol-2-ylamino)(4,6-dichloropyrimidin-5-yl)methyl)naphthalen-2-ol tert-butyl-(R)-3-(4-((6-phenoxypyridin-3-yl)amino)pyrido[3,2-d]pyrimidin-6-yl)piperidine-1-carboxylate